7-(1H-indazol-3-yl)-8-methyl-5,6,7,8-tetrahydro-[1,2,4]triazolo[4,3-a]pyrazin N1N=C(C2=CC=CC=C12)N1C(C=2N(CC1)C=NN2)C